4-amino-7-fluoro-8-(2-chloro-pyridin-3-yl)-3-(propylcarbamoyl)cinnoline 2-oxide NC1=C([N+](=NC2=C(C(=CC=C12)F)C=1C(=NC=CC1)Cl)[O-])C(NCCC)=O